4-(4-fluoroindol-1-yl)cyclohexan-1-one FC1=C2C=CN(C2=CC=C1)C1CCC(CC1)=O